C[N+]1(C=CC=C1)C 1,1-dimethylpyrrolium